CN1C(N(CC2=C1C=NC1=C2C=C(N1)C1=CC=C(C=C1)CN1CCC(CC1)S(=O)(=O)C)C1=CC=CC=C1)=O 4-methyl-8-(4-((4-(methylsulfonyl)piperidin-1-yl)methyl)phenyl)-2-phenyl-1,2,4,7-tetrahydro-3H-pyrrolo[3',2':5,6]pyrido[3,4-d]pyrimidin-3-one